(R and S)-N-(6-(4-chlorophenyl)-4,5,6,7-tetrahydrobenzo[d]thiazol-2-yl)-4-(2-methoxyphenyl)-6-methylnicotinamide ClC1=CC=C(C=C1)[C@H]1CC2=C(N=C(S2)NC(C2=CN=C(C=C2C2=C(C=CC=C2)OC)C)=O)CC1 |r|